C(C)(=O)N1N=C(C(=C1)C(=O)OCC)OCCOCCOC ethyl 1-acetyl-3-[2-(2-methoxyethoxy) ethoxy]-1H-pyrazole-4-carboxylate